SC=1N(C(=NN1)CC(C)NC1=CC=C2CNC(C2=C1)=O)C 6-((1-(5-Mercapto-4-methyl-4H-1,2,4-triazol-3-yl)propan-2-yl)amino)isoindolin-1-one